α,α-bis(hydroxymethyl)propionic acid OCC(C(=O)O)(C)CO